Cl[Rh]Cl dichlororhodium